NC=1C(=NON1)/C(=N/O)/Cl (Z)-4-amino-N-hydroxy-1,2,5-oxadiazol-3-carboximidoyl chloride